C(#N)C1=CC=C(C[C@H](N)C(=O)O)C=C1 4-cyanophenylalanine